cysteine carbon [C].N[C@@H](CS)C(=O)O